4-[4-[(S)-[5-[(tert-butoxycarbonylamino)methyl]-2-(4-chlorophenyl)phenyl]-hydroxy-methyl]-1-piperidyl]benzoic acid C(C)(C)(C)OC(=O)NCC=1C=CC(=C(C1)[C@H](C1CCN(CC1)C1=CC=C(C(=O)O)C=C1)O)C1=CC=C(C=C1)Cl